ClCS(=O)(=O)NC=1C=C(C[C@H](N)C(=O)O)C=CC1 m-((chloromethyl)sulfonamido)-L-phenylalanine